5-(6-((E)-((1R,5S)-9-azabicyclo[3.3.1]nonan-3-ylidene)methyl)-1,2,4-triazin-3-yl)-2-(1H-imidazol-1-yl)pyridin-4-ol [C@H]12CC(C[C@H](CCC1)N2)=CC2=CN=C(N=N2)C=2C(=CC(=NC2)N2C=NC=C2)O